CC(CC)C=1C(=C(C(=C(C#N)C1)F)C(C)C)N=C=O 5-(butan-2-yl)-2-fluoro-4-isocyanato-3-(propan-2-yl)benzonitrile